triphenylnonylthiophosphate C1(=CC=CC=C1)C(CCCCCCCCOP(=S)([O-])[O-])(C1=CC=CC=C1)C1=CC=CC=C1